C(C)(C)N1C[C@H](CC1)CC(=O)NC=1C=C(C(=NC1)C)NC(=O)C1=NN=C2N1C=CC(=C2)C=2C=NN(C2)C (R)-N-(5-(2-(1-isopropylpyrrolidin-3-yl)acetamido)-2-methylpyridin-3-yl)-7-(1-methyl-1H-pyrazol-4-yl)-[1,2,4]triazolo[4,3-a]pyridine-3-carboxamide